2-[(3-chloro-4-fluorophenyl)-[[(1S)-2,2-dimethylcyclopropyl]methoxy]methyl]-5-methyl-4-methylsulfonyl-1H-imidazole ClC=1C=C(C=CC1F)C(C=1NC(=C(N1)S(=O)(=O)C)C)OC[C@@H]1C(C1)(C)C